FC=1C=NC(=NC1)O[C@@H]1CN(C[C@H]1OCC1=CC=C(C=C1)C(F)(F)F)C(\C=C\C)=O (E)-1-((3R,4R)-3-((5-fluoropyrimidin-2-yl)oxy)-4-((4-(trifluoromethyl)benzyl)oxy)pyrrolidin-1-yl)but-2-en-1-one